(1-(3-chloropropionyl) piperidin-4-yl) carbamate C(N)(OC1CCN(CC1)C(CCCl)=O)=O